2,3-dichloro-5-(trifluoromethyl)pyrazine ClC1=NC=C(N=C1Cl)C(F)(F)F